butyl (2S,4R)-2-(((S)-1-(5-(2,6-difluorophenyl)pyridin-2-yl)ethyl)carbamoyl)-4-hydroxypyrrolidine-1-carboxylate FC1=C(C(=CC=C1)F)C=1C=CC(=NC1)[C@H](C)NC(=O)[C@H]1N(C[C@@H](C1)O)C(=O)OCCCC